FC=1C=C(OC2=NC(=NN2C(C)C)NC2[C@H]3CN(C[C@@H]2CC3)C#N)C=CC1 (1R,5S,8S)-8-{[5-(3-fluorophenoxy)-1-(propan-2-yl)-1H-1,2,4-triazol-3-yl]Amino}-3-Azabicyclo[3.2.1]Octane-3-carbonitrile